ClC1=NC=C(C=N1)\C=C\C1=C(C=C(C=C1)OC)F (E)-2-chloro-5-(2-fluoro-4-methoxystyryl)pyrimidine